FC(N1N=CC(=C1)C=1C=C2C(=NC=NN2C1)N1CC2CCC(C1)N2C(CC)=O)F (3-(6-(1-(difluoromethyl)-1H-pyrazol-4-yl)pyrrolo[2,1-f][1,2,4]triazin-4-yl)-3,8-diazabicyclo[3.2.1]oct-8-yl)propan-1-one